Cl.C(C)(C)(C)NS(=O)(=O)C1=CC=C(C=C1)NC(=O)[C@H]1NCCC1 (S)-N-(4-(N-t-butylsulfamoyl)phenyl)pyrrolidine-2-carboxamide hydrochloride